N-(1-methyl-3-(pyridin-2-yl)-1H-pyrazol-4-yl)-6-(pyrimidin-5-yl)picolinamide CN1N=C(C(=C1)NC(C1=NC(=CC=C1)C=1C=NC=NC1)=O)C1=NC=CC=C1